C1=CC=CC2=C(C3=CC=CC=C3C(=C12)C(=O)O)C(=O)O 9,10-Anthracenedicarboxylic acid